IC1=C(C(=CC(=C1)C(C(F)(F)F)(C(C(F)(F)F)(F)F)F)OC(F)F)NC(C1=C(C(=CC=C1)N(C(=O)C=1C=NC(=CC1)F)OC(=O)C1CC1)F)=O N-(2-iodo-4-(perfluorobutan-2-yl)-6-(difluoromethoxy)phenyl)-2-fluoro-3-(((cyclopropanecarbonyl)oxy)(6-fluoropyridine-3-carbonyl)amino)benzamide